2-((4-(7-(((2S,5R)-5-(Ethylsulfonamido)tetrahydro-2H-pyran-2-yl)methyl)-2,7-diazaspiro[3.5]nonan-2-yl)pyrimidin-5-yl)oxy)-5-fluoro-N-isopropyl-N-((S)-tetrahydrofuran-3-yl)benzamide C(C)S(=O)(=O)N[C@@H]1CC[C@H](OC1)CN1CCC2(CN(C2)C2=NC=NC=C2OC2=C(C(=O)N([C@@H]3COCC3)C(C)C)C=C(C=C2)F)CC1